BrC=1C=C(C2=C(C(=C(O2)C#N)C)C1)C(F)(F)F 5-bromo-3-methyl-7-(trifluoromethyl)benzofuran-2-carbonitrile